C(C)C=1N=CC(=NC1OC)C1=CC(CC1)N1CCN(CC1)C=1C=CC(=NC1F)C(=O)NC 5-(4-(3-(5-ethyl-6-methoxypyrazin-2-yl)cyclopent-2-en-1-yl)piperazin-1-yl)-6-fluoro-N-methylpicolinamide